FC1([C@@](C1)(CO)CN(CCCCCCC(=O)OC)C)F Methyl (R)-7-(((2,2-difluoro-1-(hydroxymethyl)cyclopropyl)methyl)(methyl)amino)heptanoate